NC1=CC=C(CCN2[C@H](O[C@H](C2=O)C)C=2C(=NN(C2)C2=CC=C(C=C2)Br)C2=CC=C(C=C2)F)C=C1 (2R,5S)-3-(4-aminophenethyl)-2-(1-(4-bromophenyl)-3-(4-fluorophenyl)-1H-pyrazol-4-yl)-5-methyloxazolidin-4-one